ClC=1C=C(C=C(C1)Cl)NC(=O)C1(OCC1)C(=O)N[C@H](CC(=O)OC)C methyl (3S)-3-[[2-[(3,5-dichlorophenyl)carbamoyl]oxetane-2-carbonyl]amino]butanoate